C1(CC1)C1=NC=NC=C1C1=C(OC2=C(N=CN=N2)N2CC3(CN(C3)C(CCC(=O)NC)C(C)C)CC2)C=CC(=C1)F 4-(6-(6-(2-(4-cyclopropylpyrimidin-5-yl)-4-fluorophenoxy)-1,2,4-triazin-5-yl)-2,6-diazaspiro[3.4]octan-2-yl)-N,5-dimethylhexanamide